diethylaminoethyl acetylsalicylate, acetylsalicylic acid salt C(C)(=O)OC=1C(C(=O)O)=CC=CC1.C(C)(=O)OC=1C(C(=O)OCCN(CC)CC)=CC=CC1